4-[[1-(azetidin-3-yl)triazol-4-yl]methylamino]-2-(2,6-dioxo-3-piperidyl)isoindoline-1,3-dione N1CC(C1)N1N=NC(=C1)CNC1=C2C(N(C(C2=CC=C1)=O)C1C(NC(CC1)=O)=O)=O